P(=O)(OCCl)(OCC[Si](C)(C)C)OCC[Si](C)(C)C chloromethyl bis[2-(trimethylsilyl) ethyl] phosphate